C1(CC1)CCC1=NN=C(O1)NC1CN(C1)C1=CC(=C(C(=C1)F)C1C(NC(CC1)=O)=O)F 3-(4-(3-((5-(2-cyclopropylethyl)-1,3,4-oxadiazol-2-yl)amino)azetidin-1-yl)-2,6-difluorophenyl)piperidine-2,6-dione